(2R,3S,5R)-5-(6-amino-2-fluoro-9H-purin-9-yl)-2-ethynyl-2-((((S)-(((S)-1-isopropoxy-1-oxo-3-phenylpropan-2-yl)amino)(phenoxy)phosphoryl)oxy)methyl)tetrahydrofuran-3-yl nonanoate C(CCCCCCCC)(=O)O[C@@H]1[C@](O[C@H](C1)N1C2=NC(=NC(=C2N=C1)N)F)(CO[P@](=O)(OC1=CC=CC=C1)N[C@H](C(=O)OC(C)C)CC1=CC=CC=C1)C#C